5-(5-{2-[1-(2-amino-6-bromo-1,3-benzodiazol-1-yl)-3-azabicyclo[3.2.2]nonan-3-yl]ethoxy}-1-methylpyrazol-4-yl)-1-methyl-6-oxopyridine-3-carboxylic acid NC1=NC2=C(N1C13CN(CC(CC1)CC3)CCOC3=C(C=NN3C)C3=CC(=CN(C3=O)C)C(=O)O)C=C(C=C2)Br